N,N-bis(9,9-dimethyl-9H-fluoren-2-yl)-2',3',3',4',7'-pentamethyl-2',3'-dihydrospiro[fluorene-9,1'-inden]-2-amine CC1(C2=CC=CC=C2C=2C=CC(=CC12)N(C1=CC2=C(C=C1)C1=CC=CC=C1C21C(C(C2=C(C=CC(=C12)C)C)(C)C)C)C1=CC=2C(C3=CC=CC=C3C2C=C1)(C)C)C